C(C1=CC=CC=C1)C(C(=O)N(C1=CC=CC=C1)C1=CC(=C(C=C1)O)C)CO 2-benzyl-3-hydroxy-N-(4-hydroxy-3-methylphenyl)-N-phenylpropionamide